C(C)(=O)N1C(C(C2=CC=C(C=C12)C)=O)(C1=CC=C(C=C1)C)O 1-acetyl-2-hydroxy-6-methyl-2-(p-tolyl)indol-3-one